ClC1=CC=C2C(=CNC2=C1N1N=CC=N1)S(=O)(=O)NC1=NC(=C(C(=N1)OC)CC(F)F)OC 6-chloro-N-[5-(2,2-difluoroethyl)-4,6-dimethoxy-pyrimidin-2-yl]-7-(triazol-2-yl)-1H-indole-3-sulfonamide